4-(tert-butyl)-2-naphthaldehyde C(C)(C)(C)C1=CC(=CC2=CC=CC=C12)C=O